N5-(3-(1H-1,2,4-triazol-1-yl)propyl)biphenyl-2,5-diamine N1(N=CN=C1)CCCNC1=CC=C(C(=C1)C1=CC=CC=C1)N